CC1=CC(=C2C(=N1)C1=CC=CC=C1C2C=2C=C(C=CC2)C)C(F)(F)F 2-Methyl-5-(m-tolyl)-4-(trifluoromethyl)-5H-indeno[1,2-b]pyridine